1-((5-(3-Chlorophenyl)-6-ethoxypyridin-3-yl)methyl)-1H-1,2,4-triazol ClC=1C=C(C=CC1)C=1C=C(C=NC1OCC)CN1N=CN=C1